C(CCCCCCCCC(=O)OC(COC(CCCCCCC\C=C/CCCCCCCC)=O)COC(CCCCCCC\C=C/CCCCCCCC)=O)(=O)OC=1C=CC=2C=CC3=CC=CC=C3C2C1 phenanthren-3-yl 10-(1,3-bis(oleoyloxy) propan-2-yl) sebacate